barium cerium zirconium oxide [O-2].[Zr+4].[Ce+3].[Ba+2]